FC(C(=O)O)(F)F.N1C(=CC=2C=NC=CC21)CNC(=O)[C@@H]2CCC=1N2C(C(=NC1)NCC1=CC(=CC(=C1)C)C)=O (S)-N-((1H-pyrrolo[3,2-c]pyridin-2-yl)methyl)-3-((3,5-dimethylbenzyl)amino)-4-oxo-4,6,7,8-tetrahydropyrrolo[1,2-a]pyrazine-6-carboxamide trifluoroacetate